(2S)-5-chloro-1,2,3,4-tetrahydroquinolin ClC1=C2CCCNC2=CC=C1